N-(3-(cyclopentylsulfonyl)phenyl)-6-morpholino-2-(7-azaspiro[3.5]nonan-7-yl)nicotinamide C1(CCCC1)S(=O)(=O)C=1C=C(C=CC1)NC(C1=C(N=C(C=C1)N1CCOCC1)N1CCC2(CCC2)CC1)=O